8-bromo-5,6-dihydrothieno[2,3-h]quinazolin-4-amine BrC1=CC2=C(CCC=3C(=NC=NC23)N)S1